4-Bromo-3-(difluoromethoxy)-1-(oxetan-3-yl)-1H-pyrazole BrC=1C(=NN(C1)C1COC1)OC(F)F